NC1=C(C(=NN1C(C)C)C1=CC(=C(C(=C1)F)CC(=O)OC)F)C(N)=O Methyl 2-[4-(5-amino-4-carbamoyl-1-isopropyl-pyrazol-3-yl)-2,6-difluoro-phenyl]acetate